sodium trimethyl-ammonium acetate C(C)(=O)[O-].C[NH+](C)C.[Na]